(2,4,6-trinitrophenyl)-1H-tetrazol [N+](=O)([O-])C1=C(C(=CC(=C1)[N+](=O)[O-])[N+](=O)[O-])N1N=NN=C1